C(C1=CC=CC=C1)N1C(=NC(=C1)C1=C(C=CC(=C1)F)F)[C@@H](C(C)(C)C)N(CC[C@H](NC(OC(C)(C)C)=O)C(NCCOCCOCCOCCC)=O)C(CO)=O (6S)-6-{2-[{(1R)-1-[1-Benzyl-4-(2,5-difluorophenyl)-1H-imidazol-2-yl]-2,2-dimethylpropyl}(glycoloyl)amino]ethyl}-2,2-dimethyl-4,7-dioxo-3,11,14,17-tetraoxa-5,8-diazaicosan